ClC=1C=C(C=CC1OCC1=CC=C(C=C1)OC)NC1=NC=NC2=CC(=C(C=C12)[N+](=O)[O-])C#CC1[C@@H]2CN(C[C@H]12)C(=O)OC(C)(C)C tert-butyl (1R,5S,6s)-6-((4-((3-chloro-4-((4-methoxybenzyl) oxy)-phenyl) amino)-6-nitroquinazolin-7-yl) ethynyl)-3-azabicyclo[3.1.0]hexane-3-carboxylate